ClC1=CC=C(C=C1)C1=NN(C(C2=CC=CC=C12)=O)NC(CC1=CC(=CC=C1)OC)=O N-[4-(4-chlorophenyl)-1-oxophthalazin-2(1H)-yl]-2-(3-methoxyphenyl)acetamide